2-(3-(Ethylamino)-5-(4,4,5,5-tetramethyl-1,3,2-dioxaborolan-2-yl)phenyl)-4-(trifluoromethyl)isoindolin-1-one C(C)NC=1C=C(C=C(C1)B1OC(C(O1)(C)C)(C)C)N1C(C2=CC=CC(=C2C1)C(F)(F)F)=O